7-(trifluoromethyl)-1,3-dihydro-2H-benzo[d]imidazole FC(C1=CC=CC2=C1NCN2)(F)F